BrC=1NC=C(N1)C1CC1 2-bromo-4-cyclopropyl-1H-imidazole